4-[4-carbamoyl-3-(cyclopropanecarbonylamino)pyrazol-1-yl]-4-(cyanomethyl)-N-(3,3-difluorocyclobutyl)piperidine-1-carboxamide C(N)(=O)C=1C(=NN(C1)C1(CCN(CC1)C(=O)NC1CC(C1)(F)F)CC#N)NC(=O)C1CC1